C(C1=CC=CC=C1)OC=1C2=C(N=C(N1)SC)CC1(OC2)CCCC2=C(C=C(C=C21)NC(OC(C)(C)C)=O)Cl tert-Butyl (4'-(benzyloxy)-5-chloro-2'-(methylthio)-3,4,5',8'-tetrahydro-2H-spiro[naphthalene-1,7'-pyrano[4,3-d]pyrimidin]-7-yl)carbamate